β-hydroxyisobutyric acid OCC(C(=O)O)C